(S)-tert-butyl (1'-(5-benzoylpyrazin-2-yl)-1,3-dihydrospiro[indene-2,4'-piperidin]-1-yl)carbamate C(C1=CC=CC=C1)(=O)C=1N=CC(=NC1)N1CCC2(CC1)[C@@H](C1=CC=CC=C1C2)NC(OC(C)(C)C)=O